C(C)OC(=O)C=1C=NN(C1N)C1=CC=C(C=C1)C(C)(C)C 1-(4-tert-butylphenyl)-5-amino-1H-pyrazole-4-carboxylic acid ethyl ester